NCCOCCN aminoethyl Ether